3,8-diaza-4-oxospiro-[4.5]decan O=C1NCCC12CCNCC2